CN1C=C(C2=CC=CC=C12)C=1C=NN(C1)C1OCCCC1 1-methyl-3-(1-(tetrahydro-2H-pyran-2-yl)-1H-pyrazol-4-yl)-1H-indole